C(C)(C)(C)OC(=O)N1CCC(=CC1)C=1C=C2C(=CC(=NC2=CC1)C)OS(=O)(=O)C(F)(F)F.COC1=CC=C(C=C1)N1N=NC(=C1)C1=CC(=CC=C1)C=1N=NN(C1)C1=CC=C(C=C1)OC 1,3-bis(1-(4-methoxyphenyl)-1H-1,2,3-triazol-4-yl)benzene tert-butyl-4-(2-methyl-4-(((trifluoromethyl)sulfonyl)oxy)quinolin-6-yl)-3,6-dihydropyridine-1(2H)-carboxylate